5-hydroxy-1,3,4-thiadiazole OC1=NN=CS1